(S)-2-(sec-Butyl)-3-(methyl-d3)benzo[4,5]imidazo[1,2-a]pyrimidin-4(10H)-one [C@H](C)(CC)C=1N=C2N(C(C1C([2H])([2H])[2H])=O)C1=C(N2)C=CC=C1